NC1=NC(=C(C(=N1)N[C@H](CCO)CCC)CC1=C(C=C(C=C1)CN(CC(=O)O)CC(F)(F)F)OC)C N-({4-[(2-amino-4-{[(3S)-1-hydroxyhexan-3-yl]amino}-6-methylpyrimidin-5-yl)methyl]-3-methoxyphenyl}methyl)-N-(2,2,2-trifluoroethyl)glycine